COC=1C=C(C=CC1[N+](=O)[O-])P1(CCCC1)=O 1-(3-methoxy-4-nitrophenyl)phospholane-1-oxide